CC1(C(OC(C1)=O)=O)CCC[Si](OCC)(OCC)OCC dihydromethyl-3-[3-(triethoxysilyl)propyl]furan-2,5-dione